N-(1'-acetyl-7-(trifluoromethyl)spiro[chromeno[4,3-d]thiazole-4,4'-piperidin]-2-yl)-4,6-dimethoxypyrimidine-5-carboxamide C(C)(=O)N1CCC2(CC1)OC=1C=C(C=CC1C=1N=C(SC12)NC(=O)C=1C(=NC=NC1OC)OC)C(F)(F)F